2-tridecanone 8-isopropyl-tetradecanoate C(C)(C)C(CCCCCCC(=O)O)CCCCCC.CC(CCCCCCCCCCC)=O